3,3-difluoropiperidinone FC1(C(NCCC1)=O)F